C(C)(C)(C)C=1C=C(C=C(C1O)C)CCC(=O)O.ClC1=C(N)C(=CC=C1)B1OC(C(O1)(C)C)(C)C 2-chloro-6-(4,4,5,5-tetramethyl-1,3,2-dioxaborolan-2-yl)aniline 3-(3-tert-butyl-4-hydroxy-5-methylphenyl)-propionat